N-(4-(cis-bicyclo[3.1.0]hexan-3-yloxy)-3-fluorophenyl)-2-(7-oxa-2-azaspiro[3.5]nonan-2-yl)-5-(2,2,2-trifluoroethyl)oxazole-4-carboxamide C12CC(CC2C1)OC1=C(C=C(C=C1)NC(=O)C=1N=C(OC1CC(F)(F)F)N1CC2(C1)CCOCC2)F